BrC=1C=C(C(=NC1)C#N)SCC 5-bromo-3-ethylsulfanyl-pyridine-2-carbonitrile